OCC(C)N1C(=CC=C1C(NC(CO)C)=O)C(=O)O 1-(1-hydroxypropan-2-yl)-5-((1-hydroxypropan-2-yl)carbamoyl)-1H-pyrrole-2-carboxylic acid